6-{1-[2-fluoro-4-(4-fluorophenoxy)benzoyl]piperidin-4-yl}pyridazin-3-amine FC1=C(C(=O)N2CCC(CC2)C2=CC=C(N=N2)N)C=CC(=C1)OC1=CC=C(C=C1)F